o-tolylether C=1(C(=CC=CC1)OC1=C(C=CC=C1)C)C